6-amino-2-naphthylamine NC=1C=C2C=CC(=CC2=CC1)N